Cl.Cl.C1N(CCC2=CC=CC=C12)C[C@H](CN1CC(OC2=C(C1=O)C=CC(=C2)OC2CCNCC2)C)O 4-[(2R)-3-(3,4-dihydro-1H-isoquinolin-2-yl)-2-hydroxypropyl]-2-methyl-8-(4-piperidyl-oxy)-2,3-dihydro-1,4-benzoxazepin-5-one dihydrochloride